2-(((5-benzyl-4,5-dihydro-1H-imidazol-2-yl)thio)methyl)-4-chlorothieno[3,2-c]pyridine C(C1=CC=CC=C1)C1CN=C(N1)SCC1=CC=2C(=NC=CC2S1)Cl